ClC1=C(C=C(OCC(=O)N[C@H]2CC[C@@H](N(C2)C(=O)OCCCC)C(NC2=CC=CC=C2)=O)C=C1)F butyl (2R,5S)-5-[2-(4-chloro-3-fluorophenoxy)acetamido]-2-(phenylcarbamoyl)piperidine-1-carboxylate